(5-((4-methoxyphenoxy)methyl)-1,3,4-thiadiazol-2-yl)-4-(2-methoxyphenyl)-6-methylnicotinamide COC1=CC=C(OCC2=NN=C(S2)C2=C(C(=O)N)C(=CC(=N2)C)C2=C(C=CC=C2)OC)C=C1